3-methyl-5-trifluoromethyl-1,2,4-triazole sodium salt [Na].CC1=NNC(=N1)C(F)(F)F